CC1=C2C=NNC2=CC=C1C1=CC=C(C=C1)S(=O)(=O)N1C[C@@H]([C@@H](CC1)NC1=NC=C(C=C1)C(F)(F)F)O (3S,4R)-1-((4-(4-methyl-1H-indazol-5-yl)phenyl)sulfonyl)-4-((5-(trifluoromethyl)pyridin-2-yl)amino)piperidin-3-ol